cis-3-hexyne-1,6-diol C(CC#CCCO)O